CC1(CC1)NS(=O)(=O)C=1C=C2C(N(C=3N(C2=CC1)C(CN3)C#CCSC)CC=3C=NN(C3)C)=O N-(1-methylcyclopropyl)-4-[(1-methylpyrazol-4-yl)methyl]-1-[3-(methylsulfanyl)prop-1-yn-1-yl]-5-oxo-1H,2H-imidazo[1,2-a]quinazoline-7-sulfonamide